FC(C1=CC=C(C=C1)CCCOC=1C=CC(=NC1)NC(OC(C)(C)C)=O)(F)F tert-butyl (5-(3-(4-(trifluoromethyl)phenyl)propoxy)pyridin-2-yl)carbamate